C(CCCCCCCCC)NC(=O)N(CCCCCC)CCCCCC N-decyl-N',N'-dihexylurea